(7R,17E)-9-methyl-7-[(7-methyl-1H-indazol-5-yl)methyl]-12,15,25-trioxa-4,6,9,21,23-pentazatetracyclo[17.6.2.21,4.022,26]nonacosa-17,19(27),20,22(26)-tetraene CN1C[C@H](NCN2CCC3(OCNC=4N=CC(/C=C/COCCOCC1)=CC34)CC2)CC=2C=C3C=NNC3=C(C2)C